NCC(=O)[O-].C(C(O)C)(=O)[O-].C(C(O)C)(=O)[O-].[Ti+3] titanium bis-lactate mono-glycinate